(Z)-5-((6-chloro-1H-indol-3-yl)methylene)-3-(3,4-difluorobenzyl)imidazolidine-2,4-dione ClC1=CC=C2C(=CNC2=C1)\C=C/1\C(N(C(N1)=O)CC1=CC(=C(C=C1)F)F)=O